[Li].C1(C=2C(C(N1)=O)=CC=CC2)=O phthalimide, lithium salt